3-Benzyl-2-oxo-1,2-dihydroquinoline-6-carbonitrile C(C1=CC=CC=C1)C=1C(NC2=CC=C(C=C2C1)C#N)=O